8-methyl-7-(3-(2-methyl-2,3-dihydro-4H-benzo[b][1,4]oxazin-4-yl)-7,8-dihydro-1,6-naphthyridin-6(5H)-yl)-4H-pyrimido[1,2-b]pyridazin-4-one CC1=CC=2N(N=C1N1CC=3C=C(C=NC3CC1)N1C3=C(OC(C1)C)C=CC=C3)C(C=CN2)=O